OC1=CC=C2CCC(C2=C1)=O 6-hydroxy-2,3-dihydro-1H-inden-1-one